tert-butyl butynedicarboxylate C(C#CC)(C(=O)OC(C)(C)C)C(=O)[O-]